FC=1C=C(C(C)N)C=CC1 3-fluoro-alpha-methylbenzylamine